OC1(CC(C1)C(=O)N1CC2(C1)CCC(CC2)OC2=NC=C(C=C2)C(F)(F)F)C ((1s,3s)-3-hydroxy-3-methylcyclobutyl)(7-((5-(trifluoromethyl)pyridin-2-yl)oxy)-2-azaspiro[3.5]non-2-yl)methanone